4-bromo-6-{3-[(R)-cyclobutyl(4-methyl-4H-1,2,4-triazol-3-yl)methyl]phenyl}-1,6-dihydro-7H-pyrrolo[2,3-c]pyridin-7-one BrC=1C2=C(C(N(C1)C1=CC(=CC=C1)[C@H](C1=NN=CN1C)C1CCC1)=O)NC=C2